2-(((1R)-1-(3-(3-ethoxy-3,8-diazabicyclo[3.2.1]octan-8-yl)-7-fluoro-2-methyl-1-oxo-1,2-dihydroisoquinolin-5-yl)ethyl)amino)benzoic acid C(C)ON1CC2CCC(C1)N2C=2N(C(C1=CC(=CC(=C1C2)[C@@H](C)NC2=C(C(=O)O)C=CC=C2)F)=O)C